C1(CC1)S(=O)(=NC1=NC(=CC(=C1)N1[C@@H](COCC1)C)C1=C2C(=CN=C1)NC=C2)C cyclopropyl(methyl)((4-((R)-3-methylmorpholino)-6-(1H-pyrrolo[2,3-c]pyridin-4-yl)pyridin-2-yl)imino)-λ6-sulfanone